OCCNC(=O)[C@@H]1CC[C@H](CO1)NC(OC(C)(C)C)=O Tert-butyl {(3R,6S)-6-[{2-hydroxyethyl} carbamoyl]tetrahydro-2H-pyran-3-yl}carbamate